C(C1=CC=CC=C1)(=O)O[C@H]1[C@@H]([C@H](O[C@@H]1COC(C1=CC=CC=C1)=O)Br)F 3,5-di-O-benzoyl-2-deoxy-2-fluoro-α-D-arabinofuranosyl bromide